COC=1C2=C(N=C(N1)NC1=CC=C(C=C1)CN1CCN(CC1)C)NC=C2C2=CC(=CC=C2)OC 4-methoxy-5-(3-methoxyphenyl)-N-(4-((4-methyl-piperazin-1-yl)methyl)phenyl)-7H-pyrrolo[2,3-d]pyrimidin-2-amine